FC1=C(C=CC(=C1)SC)NC1=C(C=2C(=NC=CC2)S1)C(=O)NOCCO 2-((2-fluoro-4-(methylthio)phenyl)amino)-N-(2-hydroxyethoxy)thieno[2,3-b]pyridine-3-carboxamide